N1=C(C=CC2=CC=CC=C12)OC1(C(C1C1=CC=CC=C1)(C(=O)N)C(=O)N)C1=CC=CC=C1 quinolinyloxydiphenyl-cyclopropanedicarboxamide